S-3-(6-bromopyridin-3-yl)-4,4,4-trifluorobutyl ethanethioate C(C)(SCCC(C(F)(F)F)C=1C=NC(=CC1)Br)=O